O[C@H](CC(=O)OC(C)C)C Propan-2-yl (3S)-3-Hydroxybutanoate